Benzyl ((S)-(4,4-difluorocyclohexyl)(5-((S)-1-((S)-4-(difluoromethyl)-2-oxoimidazolidin-1-yl)-2-methoxyethyl)benzo[d]oxazol-2-yl)methyl)carbamate FC1(CCC(CC1)[C@@H](C=1OC2=C(N1)C=C(C=C2)[C@@H](COC)N2C(N[C@@H](C2)C(F)F)=O)NC(OCC2=CC=CC=C2)=O)F